copper-gallium-selenide [Ga]=[Se].[Cu]